(E)-N,N-Dimethyl-4-((R)-3-((5-((Z)-4,4,4-trifluoro-1-(3-fluoro-1H-indazol-5-yl)-2-phenylbut-1-en-1-yl)pyridin-2-yl)oxy)pyrrolidin-1-yl)but-2-enamide CN(C(\C=C\CN1C[C@@H](CC1)OC1=NC=C(C=C1)\C(=C(\CC(F)(F)F)/C1=CC=CC=C1)\C=1C=C2C(=NNC2=CC1)F)=O)C